C(C=1C(C(=O)OCCCCCCCCCCCCCC)=CC=CC1)(=O)OCCCC phthalic acid, butyl tetradecyl ester